8-chloro-N-(2,2-difluorobenzo[d][1,3]dioxol-5-yl)-6-(tetrahydro-2H-pyran-4-yl)quinolin-2-amine ClC=1C=C(C=C2C=CC(=NC12)NC1=CC2=C(OC(O2)(F)F)C=C1)C1CCOCC1